(R)-(4-(1-(3-amino-5-trifluoromethylphenyl)ethylamino)-2-methylquinazolin-6-yl)dimethylphosphine oxide NC=1C=C(C=C(C1)C(F)(F)F)[C@@H](C)NC1=NC(=NC2=CC=C(C=C12)P(C)(C)=O)C